[Ni](=S)=S nickel disulphide